(S)-((1R,3R,4R)-4-((5-chloro-4-(2-(1-methylpiperidin-4-yl)oxazol-5-yl)pyrimidin-2-yl)amino)-3-hydroxycyclohexyl)(imino)(methyl)-λ6-sulfanone ClC=1C(=NC(=NC1)N[C@H]1[C@@H](C[C@@H](CC1)[S@@](=O)(C)=N)O)C1=CN=C(O1)C1CCN(CC1)C